2-oxo-1-phenyl-pyridine-3-carboxylic acid O=C1N(C=CC=C1C(=O)O)C1=CC=CC=C1